N-((6-((3R,5S)-3,5-Dimethylpiperazin-1-yl)pyridin-2-yl)methyl)-5-(2-methylpyrimidin-5-yl)-7H-pyrrolo[2,3-d]pyrimidin-4-amine C[C@@H]1CN(C[C@@H](N1)C)C1=CC=CC(=N1)CNC=1C2=C(N=CN1)NC=C2C=2C=NC(=NC2)C